2,5-dimethoxy-N-methylbenzenesulfonamide COC1=C(C=C(C=C1)OC)S(=O)(=O)NC